(S)-(-)-2-amino-6-propylamino-4,5,6,7-tetrahydrobenzothiazole NC=1SC2=C(N1)CC[C@@H](C2)NCCC